O.[O].[Br] bromine oxygen water